5-(4,4,5,5-Tetramethyl-1,3,2-dioxaborolan-2-yl)-3-[(1R)-1-(1,2-thiazol-5-yl)ethoxy]pyridin-2-amine CC1(OB(OC1(C)C)C=1C=C(C(=NC1)N)O[C@H](C)C1=CC=NS1)C